magnesium bis(hexafluorophosphate) F[P-](F)(F)(F)(F)F.F[P-](F)(F)(F)(F)F.[Mg+2]